C(CCCCCCCCCC)C=1NC=CN1 2-undecyl-Imidazole